FC1CC(OC1N1C(NC(C(=C1)F)=O)=O)C=O 4-fluoro-5-(5-fluoro-2,4-dioxo-3H-pyrimidin-1-yl)oxolane-2-carbaldehyde